4-chloro-3-((1-(3-chloro-4-fluorophenyl)-3-((S)-1-hydroxyethyl)-1H-1,2,4-triazol-5-yl)methyl)-5-(4-chlorophenyl)-1-((S)-3,3,3-trifluoro-2-hydroxypropyl)-1,3-dihydro-2H-imidazol-2-one ClC=1N(C(N(C1C1=CC=C(C=C1)Cl)C[C@@H](C(F)(F)F)O)=O)CC1=NC(=NN1C1=CC(=C(C=C1)F)Cl)[C@H](C)O